tert-butyl 4-(4-bromo-3-methoxyphenoxy)piperidine-1-carboxylate BrC1=C(C=C(OC2CCN(CC2)C(=O)OC(C)(C)C)C=C1)OC